Methylmalonic acid dianilide CC(C(=O)NC1=CC=CC=C1)C(=O)NC1=CC=CC=C1